FC1=CC(=C(C=C1)[C@@H]1[C@@H](O[C@]([C@H]1C)(C(F)(F)F)C)C(=O)NC1=CC(=NC=C1)C(=O)N)O (2R,3R,4S,5R)-4-[[3-(4-Fluoro-2-hydroxy-phenyl)-4,5-dimethyl-5-(trifluoromethyl)tetrahydrofuran-2-carbonyl]amino]pyridin-2-carboxamid